N-[(3-hydroxyoxan-4-yl)methyl]-4-methylbenzenesulfonamide OC1COCCC1CNS(=O)(=O)C1=CC=C(C=C1)C